C(N)(O[C@H]1C2(N(CC1CC2)C(=O)C=2C=CC=1N(C2)N=C(C1C)C=1N(C2=CC(=CC=C2C1)C(C)=O)CC1CC1)C(C)(C)C)=O Tert-butyl-((7R)-2-(2-(6-acetyl-1-(cyclopropylmethyl)-1H-indol-2-yl)-3-methylpyrazolo[1,5-a]pyridine-6-carbonyl)-2-azabicyclo[2.2.1]hept-7-yl) carbamate